O=C1NC(CCC1N1C(C2=CC=CC(=C2C1=O)NCCCOC=1C=NC(=NC1)C1=CC=C(C=C1)[C@H](C)NC(C)=O)=O)=O N-[(1S)-1-{4-[5-(3-{[2-(2,6-dioxopiperidin-3-yl)-1,3-dioxo-2,3-dihydro-1H-isoindol-4-yl]amino}propoxy)pyrimidin-2-yl]phenyl}ethyl]acetamide